BrC1=CC=C(C=2C1=NON2)NC(=O)NC2=CC(=C(C=C2)CN2CCN(CC2)C)C(F)(F)F 1-(7-bromobenzo[c][1,2,5]oxadiazol-4-yl)-3-(4-((4-methylpiperazin-1-yl)methyl)-3-(trifluoromethyl)phenyl)urea